2-(4-(3-(2-(trifluoromethyl)-9H-thioxanthen-9-yl)allyl)piperazin-1-yl)ethane-1-ol FC(C1=CC=2C(C3=CC=CC=C3SC2C=C1)C=CCN1CCN(CC1)CCO)(F)F